N(=C=S)C1=CC=C(C=C1)NC1=CC(=CC=C1)C (4-Isothiocyanatophenyl)(3-methylphenyl)amine